ClC=1C=C(C=CC1)N1C(N([C@@H](C1)C#N)C1=CN=CC2=CC=C(C=C12)C#N)=O (S)-4-(3-(3-chlorophenyl)-5-cyano-2-oxoimidazolin-1-yl)isoquinoline-6-carbonitrile